4-((((R)-1-(3-((tert-butoxycarbonyl)amino)-5-(trifluoromethyl)phenyl)ethyl)amino)-7-methoxy-2-methylquinazoline-6-yl)cyclohexane-1-carboxylic acid C(C)(C)(C)OC(=O)NC=1C=C(C=C(C1)C(F)(F)F)[C@@H](C)NC1=NC(=NC2=CC(=C(C=C12)C1CCC(CC1)C(=O)O)OC)C